4-((4-((2-(dimethylphosphoryl)phenyl)amino)-5-(trifluoromethyl)pyrimidin-2-yl)amino)-N-hydroxy-3-Methoxybenzamide CP(=O)(C)C1=C(C=CC=C1)NC1=NC(=NC=C1C(F)(F)F)NC1=C(C=C(C(=O)NO)C=C1)OC